C(C)[C@@H](C#N)[C@@H](CC[C@@H](C)[C@H]1CC[C@H]2[C@@H]3CC[C@H]4C[C@](CC[C@@]4([C@H]3CC[C@]12C)C)(O)CC)O (2S,3R,6R)-2-ethyl-6-((3S,5S,8R,9S,10S,13R,14S,17R)-3-ethyl-3-hydroxy-10,13-dimethylhexadecahydro-1H-cyclopenta[a]phenanthren-17-yl)-3-hydroxyheptanenitrile